4-(((trifluoromethyl)sulfonyl)oxy)cyclohex-3-ene-1-carboxylic acid methyl ester COC(=O)C1CC=C(CC1)OS(=O)(=O)C(F)(F)F